3-(6,7-dihydro-4H-pyrazolo[5,1-c][1,4]oxazin-3-yl)-7,8-dihydro-1,6-naphthyridin N1=CC(=C2COCCN21)C=2C=NC=1CCN=CC1C2